CCCCC/C=C\\C/C=C\\CCCCCCCC(=O)OC[C@@H](OC(=O)CCCCCCC/C=C\\C/C=C\\CCCCC)COP(=O)(OCC(O)COP(=O)(OC[C@H](OC(=O)CCCCCCC/C=C\\C/C=C\\CCCCC)COC(=O)CCCCCCC/C=C\\C/C=C\\CCCCC)[O-])[O-] The molecule is a cardiolipin 72:8(2-) obtained by deprotonation of the phosphate OH groups of tetralinoleoyl cardiolipin; major species at pH 7.3. It is a conjugate base of a tetralinoleoyl cardiolipin.